COC=1C=C(C=CC1OC)NC(=O)C=1C(N(C2=CC=CC=C2C1)C)=O N-(3,4-Dimethoxyphenyl)-1-methyl-2-oxo-quinoline-3-carboxamide